(7S)-7-tert-butyl-N-[(1R)-1-[6-[(3,5-dimethyl-1H-pyrazol-4-yl)oxy]-3-pyridyl]-3-(4-hydroxy-1-piperidyl)propyl]-5,6,7,8-tetrahydrothiazolo[5,4-b]quinoline-2-carboxamide C(C)(C)(C)[C@@H]1CC=2C=C3C(=NC2CC1)SC(=N3)C(=O)N[C@H](CCN3CCC(CC3)O)C=3C=NC(=CC3)OC=3C(=NNC3C)C